C(C)(C)(C)OC(=O)N1CCNC2(CC2C=2C3=C(N=CN2)N(C=C3Br)C3=NC=CC(=C3)C#N)C1 (5-bromo-7-(4-cyanopyridin-2-yl)-7H-pyrrolo[2,3-d]pyrimidin-4-yl)-4,7-diazaspiro[2.5]octane-7-carboxylic acid tert-butyl ester